(5-Methyl-2-oxo-1,3-dioxol-4-yl)methyl ((5-methyl-1,3,4-thiadiazol-2-yl)methyl)(2-methyl-6-(((1S,2S)-2-(5-methylpyridin-2-yl)cyclopropyl)methoxy)pyrimidin-4-yl)carbamate CC1=NN=C(S1)CN(C(OCC=1OC(OC1C)=O)=O)C1=NC(=NC(=C1)OC[C@@H]1[C@H](C1)C1=NC=C(C=C1)C)C